1-(2,2-Difluoroethyl)-3,6-dimethyl-1H-imidazo[4,5-g]quinazoline-2,8(3H,7H)-dione FC(CN1C(N(C=2C1=CC=1C(NC(=NC1C2)C)=O)C)=O)F